The molecule is a steroid ester that is pregn-4-en-21-yl acetate substituted by oxo group at positions 3 and 20, a methyl group at position 6 and hydroxy groups at positions 11 and 17 respectively. It is a 3-oxo-Delta(4) steroid, a steroid ester, an 11beta-hydroxy steroid, a 17alpha-hydroxy steroid, a 20-oxo steroid and a tertiary alpha-hydroxy ketone. It derives from a hydride of a pregnane. C[C@H]1C[C@H]2[C@@H]3CC[C@@]([C@]3(C[C@@H]([C@@H]2[C@@]4(C1=CC(=O)CC4)C)O)C)(C(=O)COC(=O)C)O